C1(CC1)C=1C=NC(=NC1)C=1C(=NC=CN1)C(C)NC(C1=CC(=CC(=C1)S(=O)(=O)C(F)(F)F)C(F)(F)F)=O N-[1-[3-(5-cyclopropylpyrimidin-2-yl)pyrazin-2-yl]ethyl]-3-(trifluoromethyl)-5-(trifluoromethylsulfonyl)benzamide